(R)-tert-butyl (R)-(2-(5-(1-aminoethyl)thiophen-2-yl)benzyl)(methyl)carbamate N[C@H](C)C1=CC=C(S1)C1=C(CN(C(OC(C)(C)C)=O)C)C=CC=C1